N2,N2,N4,N4-Tetraethyl-6-ethynyl-1,3,5-triazine-2,4-diamine C(C)N(C1=NC(=NC(=N1)N(CC)CC)C#C)CC